15-(4-chloro-3-fluorophenyl)-5-methyl-8,9,10,11,12,13,14,15-octahydro-2,19-etheno-3,6-(metheno)pyrido[3,4-f][1,2,5,8,11,15]hexaazacycloheptadecin-7(5H)-one ClC1=C(C=C(C=C1)N1C2=C3N=C(C4=NN(C(C(NCCCNCC1)=O)=C4)C)C=CC3=NC=C2)F